5-[(2,4-Di-tert-Butylphenoxymethylthio)methyl]-1,3,4-oxadiazole-2(3H)-thione C(C)(C)(C)C1=C(OCSCC2=NNC(O2)=S)C=CC(=C1)C(C)(C)C